methyl (3Z)-2,3-dihydro-3-[[[4-[methyl [2-(4-methyl-1-piperazinyl) acetyl] amino] phenyl] amino] benzylidene]-2-oxo-1H-indole-6-carboxylate CN(C1=CC=C(C=C1)N\C(\C1=CC=CC=C1)=C\1/C(NC2=CC(=CC=C12)C(=O)OC)=O)C(CN1CCN(CC1)C)=O